Nitrosoamine N(=O)N